2-([5-(1-Benzothiophen-2-yl)-1-[(2-chlorophenyl)methyl]-1H-pyrazol-3-yl]methoxy)-2-methylpropanoic acid S1C(=CC2=C1C=CC=C2)C2=CC(=NN2CC2=C(C=CC=C2)Cl)COC(C(=O)O)(C)C